ClC=1C=C(C=CC1)C1OP(OCC1)=S 4-(3-chlorophenyl)-1,3,2-dioxaphosphorinane 2-sulfide